COC1=NC(=CC=C1[C@H](CC1=NC(=NC(=N1)N[C@@H](CO)CC(C)C)NS(=O)(=O)C)C)OC N-(4-((S)-2-(2,6-dimethoxypyridin-3-yl)propyl)-6-(((R)-1-hydroxy-4-methylpent-2-yl)amino)-1,3,5-triazin-2-yl)methanesulfonamide